The molecule is a galactosaminate that is the conjugate base of D-galactosaminic acid. It is a conjugate base of a D-galactosaminic acid. C([C@H]([C@@H]([C@@H]([C@H](C(=O)[O-])N)O)O)O)O